CN(CCNCCN(C)C)C Bis-(2-(dimethylamino)ethyl)amine